(8R,9R,10S)-9-(4-bromophenyl)-4-[(1,3-dioxoisoindolin-2-yl)methyl]-N-(4-methoxyphenyl)-10-(trityloxymethyl)-1,6-diazabicyclo[6.2.0]decane-6-carboxamide BrC1=CC=C(C=C1)[C@@H]1[C@@H]2CN(CC(CCN2[C@@H]1COC(C1=CC=CC=C1)(C1=CC=CC=C1)C1=CC=CC=C1)CN1C(C2=CC=CC=C2C1=O)=O)C(=O)NC1=CC=C(C=C1)OC